Ethyl 2-((tert-butoxycarbonyl) amino)-4-chloronicotinate (Ethyl 2-((tert-butoxycarbonyl) amino)-4-chloronicotinate) C(C)C1=NC(=C(C(=O)O)C(=C1)Cl)NC(=O)OC(C)(C)C.C(C)(C)(C)OC(=O)NC1=C(C(=O)OCC)C(=CC=N1)Cl